C(C)(C)(C)OC(=O)N1CC2CCC(C1)N2CC2=CC=CC=C2 8-Benzyl-3,8-diazabicyclo[3.2.1]octane-3-carboxylic acid tert-butyl ester